COC(CC1=CC(=CC=C1)OCC1=NN(C2=CC=C(C=C12)C1=CC(=CC=C1)CN)C(C)C)=O.NC1=NC(=C2N=CN(C2=N1)CC(=O)NC1=NN(C(=C1)C)C)NCC 2-(2-amino-6-(ethylamino)-9H-purin-9-yl)-N-(1,5-dimethyl-1H-pyrazol-3-yl)acetamide methyl-2-(3-((5-(3-(aminomethyl)phenyl)-1-isopropyl-1H-indazol-3-yl)methoxy)phenyl)acetate